5-methoxy-6-[(1E)-2-nitroethenyl]-2H-1,3-benzodioxole COC1=CC2=C(OCO2)C=C1\C=C\[N+](=O)[O-]